ClC1=CC=C(C=C1)[C@H](C(=O)NC1=CC(=CC=C1)C1=NC=NC=2NC(CN(C12)C)=O)CNC(C)C (S)-2-(4-chlorophenyl)-3-(isopropylamino)-N-(3-(5-methyl-7-oxo-5,6,7,8-tetrahydropteridin-4-yl)phenyl)propanamide